ClC=1C=C(C=CC1COC1CC2(C(N3C(O2)CC[C@H]3C3=NC=CN=C3)=O)C1)C1(CC1)C#N 1-[3-chloro-4-({[(5'S)-3'-oxo-5'-(pyrazin-2-yl)tetrahydro-3'H-spiro[cyclobutane-1,2'-pyrrolo[2,1-b][1,3]oxazol]-3-yl]oxy}methyl)phenyl]cyclopropane-1-carbonitrile